3-((7-chloro-6-(8-methylnaphthalene-1-yl)-2-oxoquinoxaline-1(2H)-yl)methyl)azetidine-1-carboxylic acid tert-butyl ester C(C)(C)(C)OC(=O)N1CC(C1)CN1C(C=NC2=CC(=C(C=C12)Cl)C1=CC=CC2=CC=CC(=C12)C)=O